C(#N)C1=C(OCC2=CC=C(C(=O)N(C)C)C=C2)C=CC(=C1)CN1CC2=CC=CC=C2C1 4-((2-Cyano-4-(isoindolin-2-ylmethyl)phenoxy)methyl)-N,N-dimethylbenzamide